(±)-3-buten-2-ol C[C@H](C=C)O |r|